CNC(=O)C1=CC=C(S1)/C=C/C(=O)O (E)-3-[5-(methylcarbamoyl)thiophen-2-yl]Acrylic acid